methoxyiminofuroic acid CON=C1C(OC=C1)C(=O)O